C(#N)[C@H](C[C@H]1C(NCC1)=O)NC([C@H](CC(C)C)N1C(C2=CC(=C(C=C2C=C1)OC)C(F)(F)F)=O)=O (S)-N-((S)-1-cyano-2-((S)-2-oxopyrrolidin-3-yl)ethyl)-2-(6-methoxy-1-oxo-7-(trifluoromethyl)isoquinolin-2(1H)-yl)-4-methylpentanamide